C1(CC1)OC1=NC(=CC=C1)C#C[Si](C)(C)C 2-cyclopropoxy-6-((trimethylsilyl)ethynyl)pyridine